6-(tert-butyl)-12-(difluoromethoxy)-9-oxo-5,6,9,10-tetrahydroquinolino[7,8-f]quinoline-8-carboxylic acid C(C)(C)(C)C1C=2C=C(C(NC2C=2C(=C3C=CC=NC3=C(C2)OC(F)F)C1)=O)C(=O)O